COC1=NC(=NC=C1C#N)N[C@H]1C[C@H](CCC1)C1=NC2=C(N1C)C=CC(=C2)[N+](=O)[O-] 4-methoxy-2-(((1R,3S)-3-(1-methyl-5-nitro-1H-benzo[d]imidazol-2-yl)cyclohexyl)amino)pyrimidine-5-carbonitrile